C(C)OC(=O)C1(CCC1)SC1=C(C=CC=C1)NC(=O)C1=CNC2=CC=CC=C12 1-{[2-(1H-indole-3-carboxamido)phenyl]Thio}cyclobutane-1-carboxylic acid ethyl ester